[Li].[Ni]=O Nickel oxid Lithium